piperidin-1-yl-carboxamide N1(CCCCC1)C(=O)N